FC(C1CC(C1)O)(F)F 3-(trifluoromethyl)cyclobutanol